O=S1(C2=C(OC3(C=N1)CC3)N=C(C=C2)NCCN2CCCCC2)=O 1',1'-Dioxido-7'-((2-(piperidin-1-yl)ethyl)amino)spiro[cyclopropane-1,4'-pyrido[2,3-b][1,4,5]oxathiazepin]